(2R,3S,4aR,7aS)-2-(4-(cyclopentylamino)phenyl)-N-(4-(dimethylamino)phenyl)-1-(2-fluoro-6-methylbenzoyl)octahydrofuro[3,4-b]pyridine-3-carboxamide C1(CCCC1)NC1=CC=C(C=C1)[C@H]1[C@H](C[C@@H]2[C@H](N1C(C1=C(C=CC=C1C)F)=O)COC2)C(=O)NC2=CC=C(C=C2)N(C)C